2-(3-benzyloxybenzyl)-2H-indazole-6-carboxylic acid hydroxyamide ONC(=O)C=1C=CC2=CN(N=C2C1)CC1=CC(=CC=C1)OCC1=CC=CC=C1